P(O[Si](C)(C)C(C)(C)C)(O[Si](C)(C)C(C)(C)C)O[Si](C)(C)C(C)(C)C Tris-t-butyldimethylsilyl phosphite